FC1=CC=C(C=C1)C=1N=C2N(C=CC=C2)C1CC1=CC=C(N(C)C)C=C1 4-((2-(4-Fluorophenyl)imidazo[1,2-a]pyridin-3-yl)methyl)-N,N-dimethylaniline